C(CCC#C)C1=NC(=NC2=CC=CC=C12)N (pent-4-yn-1-yl)quinazolin-2-amine